ClC1=C(C=C(C=C1)F)C1N(C(C2=C3C=CC(=NC3=CC(=C21)C2=C1C(C(N(C1=CC=C2F)C(=O)N)([2H])[2H])(C(F)(F)F)O)OC)=O)CC2=CC=C(C=C2)OC (3-(2-chloro-5-fluorophenyl)-7-methoxy-2-(4-methoxybenzyl)-1-oxo-2,3-dihydro-1H-pyrrolo[3,4-f]quinolin-4-yl)-5-fluoro-3-hydroxy-3-(trifluoromethyl)indole-2,2-d2-1-carboxamide